3-(3-chloropyrazin-2-yl)-1,2,4-thiadiazole ClC=1C(=NC=CN1)C1=NSC=N1